(E)-3-chloro-6-hydroxy-5-((2E,4E)-5-((1R,2R,6R,E)-3-(hydroxyimino)-1,2,6-trimethylcyclohexyl)-3-methylpenta-2,4-dien-1-yl)-4-methoxy-2-methylbenzaldehyde oxime ClC=1C(=C(/C=N/O)C(=C(C1OC)C\C=C(\C=C\[C@@]1([C@H](/C(/CC[C@H]1C)=N/O)C)C)/C)O)C